1-(8Z,11Z,14Z-eicosatrienoyl)-2-hexadecanoyl-glycero-3-phospho-(1'-sn-glycerol) CCCCCCCCCCCCCCCC(=O)O[C@H](COC(=O)CCCCCC/C=C\C/C=C\C/C=C\CCCCC)COP(=O)(O)OC[C@H](CO)O